2-fluoro-6-{[3-(trifluoromethoxy)benzyl]amino}-9-(oxetan-2-yl)-9H-purine FC1=NC(=C2N=CN(C2=N1)C1OCC1)NCC1=CC(=CC=C1)OC(F)(F)F